trans-4-decen CCC\C=C\CCCCC